N-palmitoyl-sarcosine potassium [K].C(CCCCCCCCCCCCCCC)(=O)N(C)CC(=O)O